FC([C@H](C)O)(F)C=1C(=C(C=CC1)[C@@H](C)NC=1C2=C(N=CN1)N=C(C(=C2)C2(CC2)C#N)OC)F 1-(4-(((R)-1-(3-((S)-1,1-difluoro-2-hydroxypropyl)-2-fluorophenyl)ethyl)amino)-7-methoxypyrido[2,3-d]pyrimidin-6-yl)cyclopropane-1-carbonitrile